C(C)(=O)OC\C=C(\C(=O)NCCCCNC(\C=C\C1=CC(=C(C(=C1)OC)O)OC)=O)/C (E)-4-((4-((E)-3-(4-hydroxy-3,5-dimethoxyphenyl)acrylamido)butyl)amino)-3-methyl-4-oxobut-2-en-1-yl acetate